tert-butyl 6-methyl-6,7-dihydro-4H-triazolo[1,5-a]pyrazine-5-carboxylate CC1N(CC=2N(C1)N=NC2)C(=O)OC(C)(C)C